BrC=1C=C(C=CC1)C1OP(OCC1)(=O)NC1=NC(N(C=C1)[C@@H]1O[C@H]([C@H](C1(F)F)O)CO)=O |&1:23| 4-((4-(3-bromophenyl)-2-oxido-1,3,2-dioxaphosphinan-2-yl)amino)-1-((2R,4R,SR)-3,3-difluoro-4-hydroxy-5-(hydroxymethyl)tetrahydrofuran-2-yl)pyrimidin-2(1H)-one